dibutyltin dioleylmalate C(CCCCCCC\C=C/CCCCCCCC)OC(C(O)CC(=O)OCCCCCCCC\C=C/CCCCCCCC)=O.C(CCC)[Sn]CCCC